C1(CC1)N1N=CC(=C1)[C@@H]1OCCC(C1)C=1N=C(C2=C(N1)N=C(S2)C)C2=C(C=C(C=C2)F)F 5-[(2R)-2-(1-cyclopropylpyrazol-4-yl)tetrahydropyran-4-yl]-7-(2,4-difluorophenyl)-2-methyl-thiazolo[4,5-d]pyrimidine